3-(2-bromo-4-chlorophenyl)-1H-1,2,4-triazole BrC1=C(C=CC(=C1)Cl)C1=NNC=N1